CN1C2C3CCNC(CCC(C([C@H](C(NC2CN1)=O)C)[2H])[2H])C3 (9R,13S)-3,9-dimethyl-8-oxo(10,11-2H2)-3,4,7,15-tetraazatricyclo[12.3.1.02,6]Octadecan